2-[3-(3-amino-8-chloro-6-isoquinolinyl)-4-pyridinyl]ethanol NC=1N=CC2=C(C=C(C=C2C1)C=1C=NC=CC1CCO)Cl